4-[6-({4-[2-amino-6-(3-cyano-2-methoxyphenyl)-4-pyrimidinyl]-1H-1,2,3-triazol-1-yl}methyl)-2-pyridinyl]-4-methylpentanoic acid NC1=NC(=CC(=N1)C=1N=NN(C1)CC1=CC=CC(=N1)C(CCC(=O)O)(C)C)C1=C(C(=CC=C1)C#N)OC